CN1N=C(C=C1)OC1CN(CC1)CC(=O)N 2-(3-((1-methyl-1H-pyrazol-3-yl)oxy)pyrrolidin-1-yl)acetamide